O=C(CCOCCOCCOCCOCC)NCCS(=O)(=O)O 15-oxo-3,6,9,12-tetraoxa-16-azaoctadecane-18-sulfonic acid